FC=1C(=NC(=NC1)NC1=CC=C(C=C1)S(=O)(=O)N)N1C[C@@H](OC2(CCC2)C1)CO 4-({5-fluoro-4-[(6R)-6-(hydroxymethyl)-5-oxa-8-azaspiro[3.5]nonan-8-yl]pyrimidin-2-yl}amino)benzenesulfonamide